propionic acid (Z) or (E)-3-hexenyl-propionate C(=CCCCC)CCC(=O)O.C(CC)(=O)O